8-(4-Ethoxycarbonyl-3-morpholin-4-ylphenyl)-2,4-dihydro-1,3-benzoxazine-3-carboxylic acid tert-butyl ester C(C)(C)(C)OC(=O)N1COC2=C(C1)C=CC=C2C2=CC(=C(C=C2)C(=O)OCC)N2CCOCC2